The molecule is a member of the class of pyrrolines that is N-methyl-2-pyrroline carrying a 6-hydroxypyridin-3-yl substituent at position 2. It has a role as a bacterial xenobiotic metabolite. It is a pyrroline and a monohydroxypyridine. It derives from a myosmine. It is a conjugate base of a 6-hydroxy-N-methylmyosmine(1+). CN1CCC=C1C2=CNC(=O)C=C2